2-(3-(2-ethoxy-2-oxoethyl)-2-fluorophenyl)propionic acid C(C)OC(CC=1C(=C(C=CC1)C(C(=O)O)C)F)=O